ClC1=CC2=C(C=N1)C=C(N2)C(=O)N(C)[C@H]2COCC=1NC(C=3C=C(C(=CC3C12)F)F)=O (R)-6-chloro-N-(8,9-difluoro-6-oxo-1,4,5,6-tetrahydro-2H-pyrano[3,4-c]isoquinolin-1-yl)-N-methyl-1H-pyrrolo[3,2-c]pyridine-2-carboxamide